C(C)(C)(C)OC(=O)NCC1=NC=CC(=C1)B(O)O (2-((tert-butoxycarbonylamino)methyl)-4-pyridinyl)boronic acid